trimethylolethane tri(3-mercaptobutyrate) SC(CC(=O)O)C.SC(CC(=O)O)C.SC(CC(=O)O)C.C(O)C(C)(CO)CO